ClCCC=C1CCCCC1 (2-Chloroethylmethylene)Cyclohexane